C(C)(C)(C)OC(=O)N1C[C@@H](CCC1)C(NC1=NN(C2=CC=C(C=C12)C1=C(C=CC=C1F)Cl)C(C1=CC=CC=C1)(C1=CC=CC=C1)C1=CC=CC=C1)=O (3R)-3-{[5-(2-chloro-6-fluorophenyl)-1-trityl-1H-indazol-3-yl]carbamoyl}piperidine-1-carboxylic acid tert-butyl ester